(4bS,5R,6S,7S,7aR)-6-((dimethylamino)methyl)-4-methoxy-7-phenyl-7a-(4-(trifluoromethyl)phenyl)-5,6,7,7a-tetrahydro-4bH-cyclopenta[4,5]furo[2,3-c]pyridine-4b,5-diol CN(C)C[C@@H]1[C@H]([C@]2([C@](C3=C(C=NC=C3OC)O2)([C@@H]1O)O)C1=CC=C(C=C1)C(F)(F)F)C1=CC=CC=C1